[2-[[3-[[2-chloro-4-[[5-[6-(dimethylamino)-2,5-difluoro-3-pyridyl]-1-methyl-imidazole-2-carbonyl]amino]benzoyl]amino]cyclobutyl]amino]-2-oxo-ethyl]-trimethyl-ammonium ClC1=C(C(=O)NC2CC(C2)NC(C[N+](C)(C)C)=O)C=CC(=C1)NC(=O)C=1N(C(=CN1)C=1C(=NC(=C(C1)F)N(C)C)F)C